2-(methylamino)propanamide bistrifluoroacetate FC(C(=O)O)(F)F.FC(C(=O)O)(F)F.CNC(C(=O)N)C